BrC=1C=C2C(=CNC(C2=CC1)=O)F 6-bromo-4-fluoro-2H-isoquinolin-1-one